pentylthioamide C(CCCC)S[NH-]